CN(C)CC1=C(C=C(S1)C1=CN=C(C=2C=C(C=NC12)C1=CN=C2N1C=CC(=C2)F)N)C2CCOCC2 8-(5-((dimethylamino)methyl)-4-(tetrahydro-2H-pyran-4-yl)thiophen-2-yl)-3-(7-Fluoroimidazo[1,2-a]pyridin-3-yl)-1,6-naphthyridin-5-amine